C(=O)C=1C=CC(=NC1)C(=O)NC=1C(=C(C=CC1)C1=C(C(=CC=C1)C1=CC=2N(C=C1)C(=NN2)C=O)C)C 5-formyl-N-(3'-(3-formyl-[1,2,4]triazolo[4,3-a]pyridin-7-yl)-2,2'-dimethyl-[1,1'-biphenyl]-3-yl)picolinamide